N-(1-cyclopropyl-7'-(trifluoromethyl)spiro[azetidine-3,4'-chromeno[4,3-d]thiazol]-2'-yl)-4,6-dimethoxypyrimidine-5-carboxamide C1(CC1)N1CC2(OC=3C=C(C=CC3C=3N=C(SC32)NC(=O)C=3C(=NC=NC3OC)OC)C(F)(F)F)C1